Methyl 2-(1-(3-(benzo[d][1,3]dioxol-5-yl)-6-chloropyrazin-2-yl)piperidin-4-yl)acetate O1COC2=C1C=CC(=C2)C=2C(=NC(=CN2)Cl)N2CCC(CC2)CC(=O)OC